C(CCC)C1=NC=2C(=C3C(=NC2N)C=CS3)N1CC=1SC=C(N1)CN1CCN(CC1)CCN1CCOCC1 2-butyl-1-((4-((4-(2-morpholinoethyl)piperazin-1-yl)methyl)thiazol-2-yl)methyl)-1H-imidazo[4,5-d]thieno[3,2-b]pyridin-4-amine